CC(C)(C)[O-].CC(C)(C)[O-].[Mg+2] magnesium di-tert-butoxide